(R)-2-(5-(3-((tert-butoxycarbonyl)(cyclobutylmethyl)amino)piperidin-1-yl)pyridin-2-yl)acetic acid C(C)(C)(C)OC(=O)N([C@H]1CN(CCC1)C=1C=CC(=NC1)CC(=O)O)CC1CCC1